N(=[N+]=[N-])CC(=O)N[C@@H]1C(OC(CCN2CCN(CC2)C(C)=O)=O)O[C@@H]([C@H]([C@@H]1OC(C)=O)OC(C)=O)COP(=O)(OC1=CC=CC=C1)N[C@@H](C)C(=O)OC(C)C 4-Acetylpiperazin-1-ylpropanoyl 2-(2-azidoacetylamino)-2-deoxy-3,4-di-O-acetyl-6-O-(((S)-1-isopropoxy-carbonylethylamino) (phenoxy) phosphoryl)-D-mannopyranoside